N-((1S,2S)-2-(6-fluoro-2,3-dimethylphenyl)-1-(5-oxo-4,5-dihydro-1,3,4-oxadiazol-2-yl)propyl)-2-phenylpiperidine-1-sulfonamide FC1=CC=C(C(=C1[C@@H]([C@@H](C=1OC(NN1)=O)NS(=O)(=O)N1C(CCCC1)C1=CC=CC=C1)C)C)C